C1(=CC=CC=C1)P(=O)(C1=CC=CC=C1)Cl diphenylphosphinoyl Chloride